4,5-bis(heptadecyl)imidazoline C(CCCCCCCCCCCCCCCC)C1N=CNC1CCCCCCCCCCCCCCCCC